C(CCCCCCCCCCCCCCCCC)(=O)NCCS(=O)(=O)O N-stearoyl-taurine